methyl (2,6-difluorobenzyl)(4-((dimethylamino)methyl)-3-((6-methoxypyridazin-3-yl)carbamoyl)-5-(4-(3-methoxyureido)phenyl)thiophen-2-yl)carbamate FC1=C(CN(C(OC)=O)C=2SC(=C(C2C(NC=2N=NC(=CC2)OC)=O)CN(C)C)C2=CC=C(C=C2)NC(=O)NOC)C(=CC=C1)F